FC1(CCC(CC1)=C)F 1,1-difluoro-4-methylenecyclohexane